C1(CC1)C1=NC2=CC=CC=C2C(=C1)C(=O)N1CC(CCC1)C(=O)NC1=CC=CC=C1 1-(2-cyclopropylquinoline-4-carbonyl)-N-phenyl-piperidine-3-carboxamide